C(CCCCCCCCC)C(=C)C1=CC=CC=C1 alpha-decylstyrene